ClC1=C(C(=O)Cl)C(=CC(=C1)F)Cl 2,6-dichloro-4-fluorobenzoyl chloride